1,4-bis(3,5-dimethylphenyl)-1,3-butadiene CC=1C=C(C=C(C1)C)C=CC=CC1=CC(=CC(=C1)C)C